ClC=1C=C2C=C(NC2=CC1)C=O 5-chloro-1H-indole-2-carbaldehyde